CC1=NC=C(C(=C1)C1=CC=2N(C=C1)N=C(C2)NC(=O)C2CC2)OC[C@]21CN([C@H](CO2)C1)C N-[5-[2-methyl-5-[[(1S,4S)-2-methyl-5-oxa-2-azabicyclo[2.2.1]heptan-4-yl]methoxy]-4-pyridyl]pyrazolo[1,5-a]pyridin-2-yl]cyclopropanecarboxamide